thioisocyanate trifluorophosphate tert-butyl-N-[(1S)-1-{[1-acetyl-3-(methylcarbamoyl)pyrrolidin-3-yl]carbamoyl}-4-(2-amino-1H-imidazol-1-yl)butyl]carbamate C(C)(C)(C)OC(N[C@@H](CCCN1C(=NC=C1)N)C(NC1(CN(CC1)C(C)=O)C(NC)=O)=O)=O.P(=O)(F)(F)F.S(N=C=O)N=C=O